tert-butyl (4-((5-bromo-3-(((4,6-dimethyl-2-oxo-1,2-dihydropyridin-3-yl)methyl)-carbamoyl)-2-methylphenyl)-(methyl)-amino)-cyclohexyl)-carbamate BrC=1C=C(C(=C(C1)N(C1CCC(CC1)NC(OC(C)(C)C)=O)C)C)C(NCC=1C(NC(=CC1C)C)=O)=O